N=CC1=C(N=COC=C1O)O 5-(Iminomethyl)-1,3-oxazepine-4,6-diol